CC(=O)[C@]1([C@@]([C@@]([C@](O1)(C(=O)C)O)(C(=O)C)O)(C(=O)C)O)CO tetraacetyl-β-D-ribofuranose